benzenepropanal dimethyl acetal COC(CCC1=CC=CC=C1)OC